CCCC(CCCCCCCCC)O delta-tridecanol